COC1=CC=C(CN2C=C([C@H]3[C@H](O)[C@H](O)[C@@H](CO)O3)C(NC2=O)=O)C=C1 1-(4-Methoxybenzyl)pseudouridine